6-(benzyloxy)-7-methoxypyrido[3,2-d]pyrimidin-4-ol C(C1=CC=CC=C1)OC=1C(=CC=2N=CN=C(C2N1)O)OC